C1(CCCCC1)CC(=O)NC=1C=C(C=C(C1)C(F)(F)F)NC(=O)[N-]C1=C[N+](=NO1)CC1=CC=C(C=C1)C=1C(=NC(=NC1)OC)C ((3-(2-Cyclohexylacetamido)-5-(trifluoro-methyl)phenyl)carbamoyl)(3-(4-(2-methoxy-4-methylpyrimidin-5-yl)benzyl)-1,2,3-oxadiazol-3-ium-5-yl)amide